FC1(CCC(CC1)CO[C@@H]1CN(C[C@H]1N1N=NC(=C1)C=1C=NC=CC1)C(C=C)=O)F 1-(trans-3-((4,4-difluorocyclohexyl)methoxy)-4-(4-(pyridin-3-yl)-1H-1,2,3-triazol-1-yl)pyrrolidin-1-yl)prop-2-en-1-one